hexamethylenebis-erucic acid amide C(CCCCCCCCCCC\C=C/CCCCCCCCCCCCCCCCCCCCCC\C=C/CCCCCCCCCCCC(=O)N)(=O)N